ClC1=NC(=C2N=CN(C2=N1)C1OCCCC1)NCCC 2-chloro-N-propyl-9-(tetrahydro-2H-pyran-2-yl)-9H-purin-6-amine